N-[1-(tert-butyl)-2-cyano-5-phenyl-1H-pyrrolyl]-N-phenyl-4-methylbenzenesulfonamide C(C)(C)(C)N1C(=C(C=C1C1=CC=CC=C1)N(S(=O)(=O)C1=CC=C(C=C1)C)C1=CC=CC=C1)C#N